N-[5-(1H-benzimidazol-2-yl)-4-chloro-1-[(4-methoxyphenyl)methyl]pyrazol-3-yl]-3-chloro-4-methoxy-benzamide N1C(=NC2=C1C=CC=C2)C2=C(C(=NN2CC2=CC=C(C=C2)OC)NC(C2=CC(=C(C=C2)OC)Cl)=O)Cl